(S)-2-(6-(5-chloro-2-((tetrahydro-2H-pyran-4-yl)amino)pyrimidin-4-yl)-4-oxopyrrolo[2,1-f][1,2,4]triazin-3(4H)-yl)-N-((S)-2-hydroxy-1-phenylethyl)propionamide ClC=1C(=NC(=NC1)NC1CCOCC1)C=1C=C2C(N(C=NN2C1)[C@H](C(=O)N[C@H](CO)C1=CC=CC=C1)C)=O